carbamoyl-(p-amino)benzyl-citrulline C(N)(=O)N([C@@H](CCCNC(=O)N)C(=O)O)CC1=CC=C(C=C1)N